ClC=1C(=NC(=NC1)NC1=CC=C(C=C1)N1N=CC(=C1)N1C[C@H](CC1)N(C)C)NC1=C(C=CC=C1)P(=O)(C)C 5-chloro-N2-[4-[4-[(3S)-3-(dimethylamino)pyrrolidin-1-yl]pyrazol-1-yl]phenyl]-N4-(2-dimethylphosphorylphenyl)pyrimidine-2,4-diamine